CC(N)(C)C(=O)O L-alpha-methylalanine